2-((4R)-5-(difluoromethoxy)-2-fluoro-4-((6-oxo-5-(trifluoromethyl)-1,6-dihydropyridazin-4-yl)oxy)pentyl)-7-fluoro-6-(5-(2-hydroxypropan-2-yl)pyrimidin-2-yl)isoquinolin-1(2H)-one FC(OC[C@@H](CC(CN1C(C2=CC(=C(C=C2C=C1)C1=NC=C(C=N1)C(C)(C)O)F)=O)F)OC=1C=NNC(C1C(F)(F)F)=O)F